FC=1C=C(C=CC1F)C=O (3,4-difluorophenyl)methanone